C[C@@H]1N=C(OC1)C1=C(N)C=CC=C1 (S)-2-(4-methyl-4,5-dihydrooxazol-2-yl)aniline